COC1=NC=CC=C1OC(CC)=O methoxy-3-propanoyloxy-pyridine